NC1=C(C=C(N=N1)C1=C(C=CC=C1)O)N1CC2CCC(C1)N2C2=CC(=NC=C2)C#CCN2CCC(CC2)C 2-[6-amino-5-[8-[2-[3-(4-methyl-1-piperidinyl)prop-1-ynyl]-4-pyridinyl]-3,8-diazabicyclo[3.2.1]oct-3-yl]pyridazin-3-yl]phenol